N1-[4-(3-Cyanophenyl)-5-(2,6-dimethyl-4-pyridyl)thiazol-2-yl]-N4-methyl-piperidin-1,4-dicarboxamid C(#N)C=1C=C(C=CC1)C=1N=C(SC1C1=CC(=NC(=C1)C)C)NC(=O)N1CCC(CC1)C(=O)NC